FC1(CC(C1)C1=NC(=NC(=N1)N)N)F 3,3-difluorocyclobutyl-1,3,5-triazine-2,4-diamine